Tert-butyl N-[(2S)-4-carbamoyl-1-[2-chloro-3-(3-hydroxyprop-1-yn-1-yl)phenoxy]butan-2-yl]carbamate C(N)(=O)CC[C@@H](COC1=C(C(=CC=C1)C#CCO)Cl)NC(OC(C)(C)C)=O